silyl-amine [SiH3]N